ClC1=C(C=CC=C1F)[C@@H]1N(CCCCC1)C=1C(=NC=CN1)C(=O)N[C@H](C)\C=C\S(=O)(=O)C ((R)-2-(2-Chloro-3-fluorophenyl)azepan-1-yl)-N-((R,E)-4-(methylsulfonyl)but-3-en-2-yl)pyrazine-2-carboxamide